tert-butyl (6-(4-(4-(5-((furan-2-ylmethyl)amino)-[1,2,4]triazolo[4,3-c]pyrimidin-8-yl)phenyl)piperazin-1-yl)-6-oxohexyl)carbamate O1C(=CC=C1)CNC1=NC=C(C=2N1C=NN2)C2=CC=C(C=C2)N2CCN(CC2)C(CCCCCNC(OC(C)(C)C)=O)=O